1-(4-(Tetrahydro-2H-pyran-4-yl)phenyl)ethan-1-one O1CCC(CC1)C1=CC=C(C=C1)C(C)=O